FC(C=1C=C(CC2C(C=3C=CC(=CC3CC2)OCC2=CC=C(C=C2)/C=C/C(=O)OC)=O)C=C(C1)C(F)(F)F)(F)F methyl ((E)-3-(4-(((6-(3,5-bis(trifluoromethyl) benzyl)-5-oxo-5,6,7,8-tetrahydronaphthalen-2-yl) oxy) methyl) phenyl) acrylate)